ClC=1C(=NC=CC1)N1N=C(C=C1C(=O)O)C(F)(F)F 1-(3-chloro-2-pyridinyl)-3-(trifluoromethyl)-1H-pyrazole-5-carboxylic acid